FC=1C=CC(=C(C1)C(C)CC(C)C)O (1-(5-fluoro-2-hydroxyphenyl)ethyl)-2-methylpropane